8-(4-chlorophenyl)-2-(cyclopropylamino)pteridin-7(8H)-one ClC1=CC=C(C=C1)N1C(C=NC=2C=NC(=NC12)NC1CC1)=O